3-[[3-(2-amino-6-chloro-pyrimidin-4-yl)-1-(difluoromethyl)pyrazol-4-yl]methyl]-4-cyclopropyl-benzoic acid NC1=NC(=CC(=N1)C1=NN(C=C1CC=1C=C(C(=O)O)C=CC1C1CC1)C(F)F)Cl